(2R,6S)-N-[2-(cyclohex-1-en-1-ylmethyl)-2-azaspiro[3.3]heptan-6-yl]-2,6-dimethyl-4-[5-(trifluoromethyl)pyrimidin-2-yl]piperazine-1-carboxamide C1(=CCCCC1)CN1CC2(C1)CC(C2)NC(=O)N2[C@@H](CN(C[C@@H]2C)C2=NC=C(C=N2)C(F)(F)F)C